2-(4-(6-(((1S,2R,3R,5R)-2-fluoro-1-methyl-9-azabicyclo[3.3.1]nonan-3-yl)oxy)pyridazin-3-yl)-3-hydroxyphenyl)-3-methylpyrimidin-4(3H)-one F[C@@H]1[C@@]2(CCC[C@H](C[C@H]1OC1=CC=C(N=N1)C1=C(C=C(C=C1)C1=NC=CC(N1C)=O)O)N2)C